C(C)OC(=O)C1(N(C(CC1C)=O)C)C(=O)O 2-(ethoxycarbonyl)-1,3-dimethyl-5-oxopyrrolidine-2-carboxylic acid